Cl.CC1(CCN(CC1)C1=CC(NC2=CC=CC=C12)=O)CNS(=O)(=O)N N-((4-methyl-1-(2-oxo-1,2-dihydroquinolin-4-yl)piperidin-4-yl)methyl)sulfamide hydrochloride